COC=1C=C(CN(C=2SC=C(N2)COCCOC2=CC(=CC=C2)OC)CC2=CC(=CC=C2)OC)C=CC1 N,N-bis(3-methoxybenzyl)-4-((2-(3-methoxyphenoxy)ethoxy)methyl)thiazol-2-amine